2-(7-((2S,5R)-4-(1-(3,3-dimethyl-2,3-dihydrobenzo[b][1,4]dioxin-6-yl)ethyl)-2,5-dimethylpiperazin-1-yl)-4-methyl-5-oxo-4,5-dihydro-2H-pyrazolo[4,3-b]pyridin-2-yl)acetonitrile CC1(OC2=C(OC1)C=CC(=C2)C(C)N2C[C@@H](N(C[C@H]2C)C=2C=1C(N(C(C2)=O)C)=CN(N1)CC#N)C)C